C(CCCCCCCCCCC)(=O)N[C@@H](CCCNC(N)=N)C(=O)[O-] lauroylarginat